1,1-dideuteropentane-1,2-diamine [2H]C(C(CCC)N)(N)[2H]